OC1(COC1)C1=CC(=NN1C1=CC=C(C#N)C=C1)C(F)(F)F 4-[5-(3-hydroxyoxetan-3-yl)-3-(trifluoromethyl)pyrazol-1-yl]benzonitrile